(5-bromo-2-(trifluoromethyl)phenyl)hydrazine BrC=1C=CC(=C(C1)NN)C(F)(F)F